2-Bromo-1-(4-nitro-phenyl)ethanone BrCC(=O)C1=CC=C(C=C1)[N+](=O)[O-]